xanthene lithium salt [Li].C1=CC=CC=2OC3=CC=CC=C3CC12